C(C)OC([C@@H](N(OCC)C(C=O)=O)C)=O N-Ethoxyoxoacetyl-L-alanine ethyl ester